3-(5-((4-(4-chloropyridin-2-yl)piperazin-1-yl)methyl)-1-oxoisoindolin-2-yl)piperidine-2,6-dione ClC1=CC(=NC=C1)N1CCN(CC1)CC=1C=C2CN(C(C2=CC1)=O)C1C(NC(CC1)=O)=O